lanthanum monosilicate [Si]([O-])([O-])([O-])O.[La+3]